6-acetamido-1-(6-(1,1-difluoroethyl)pyridin-2-yl)-1H-pyrazolo[4,3-c]pyridine-3-carboxylic acid C(C)(=O)NC1=CC2=C(C=N1)C(=NN2C2=NC(=CC=C2)C(C)(F)F)C(=O)O